tert-butyl N-[4-[[4-[[1-[[1-(2,6-dioxo-3-piperidyl)-3-methyl-2-oxo-benzimidazol-5-yl] methyl]-4-piperidyl]oxy]-1-piperidyl]methyl]phenyl]carbamate O=C1NC(CCC1N1C(N(C2=C1C=CC(=C2)CN2CCC(CC2)OC2CCN(CC2)CC2=CC=C(C=C2)NC(OC(C)(C)C)=O)C)=O)=O